CS(=O)(=O)OCC1=NC=C(C=C1F)C1C(NC(CC1)=O)=O (5-(2,6-dioxopiperidin-3-yl)-3-fluoropyridin-2-yl)methyl methanesulfonate